BrC1=CC(=C2C(N(C=NC2=C1)C1CCN(CC1)C(=O)OC(C)(C)C)=O)OC tert-butyl 4-(7-bromo-5-methoxy-4-oxoquinazolin-3-yl)piperidine-1-carboxylate